C(C1=CC=CC=C1)(=O)N1CCC2(C(C2)CNC(=O)C2=CC=3C(=CN=CC3)O2)CC1 N-[(6-benzoyl-6-azaspiro[2.5]octan-2-yl)methyl]furo[2,3-c]pyridine-2-carboxamide